C(O)C=1C(=C(C(C(C1)(C)O)C)CO)CO trimethylol-xylenol